NC1=C(C(=NC(=C1Cl)Cl)C(=O)O)Cl 4-amino-3,5,6-trichloropicolinic acid